C1(=CC=CC=C1)C(CC(C(=O)O)=O)=O.C1(=CC=CC=C1)C(CC(C(=O)O)=O)=O.C1(=CC=CC=C1)C(CC(C(=O)O)=O)=O.C1(=CC=CC=C1)C(CC(C(=O)O)=O)=O.[Zr+4] zirconium (IV) tetra(1-phenylbutane-1,3-dionic acid)